5,7-DIFLUORO-2-(4-ETHYLPHENYL)-1H-INDOLE-3-CARBOXALDEHYDE FC=1C=C2C(=C(NC2=C(C1)F)C1=CC=C(C=C1)CC)C=O